C(C)(C)(C)OC(N(CC=1N=C2N(C=CC(=C2)C2=CC=CC=C2)C1)C1=CC(=NC=2N1N=CC2C2CC2)Cl)=O.C(=CC)OCCC[Si](OC)(OC)C propenyloxypropyl-methyldimethoxysilane tert-butyl-(5-chloro-3-cyclopropylpyrazolo[1,5-a]pyrimidin-7-yl)((7-phenylimidazo[1,2-a]pyridin-2-yl)methyl)carbamate